ClC1=CC=C(C=N1)CNC(=O)C1=C(C=2C(=NC=3N(C2N=C1)N=C(C3)C)C)OC N-((6-chloropyridin-3-yl)methyl)-6-methoxy-2,5-dimethylpyrazolo[1,5-a]pyrido[3,2-e]pyrimidine-7-carboxamide